COC1=NN(C(N1C)=O)C(=O)NS(=O)(=O)C1=C(C=CC=C1)OC(F)(F)F 4,5-dihydro-3-methoxy-4-methyl-5-oxo-N-[[2-(trifluoromethoxy)phenyl]sulfonyl]-1H-1,2,4-triazole-1-carboxamide